(S)-3-(2-thiophenyl)-butyrate S1C(=CC=C1)[C@H](CC(=O)[O-])C